C1(=CC=CC2=CC=CC=C12)CCCCN naphthylbutylamine